6-fluoro-2-(4-(3-chloropropoxy)phenyl)-3-methoxy-1-methylquinolin-4(1H)-one FC=1C=C2C(C(=C(N(C2=CC1)C)C1=CC=C(C=C1)OCCCCl)OC)=O